NC1=C(C(=NN1C(C)(C)C)C1=CC=C(C=C1)CC(=O)OC)C#N Methyl 2-[4-(5-amino-1-tert-butyl-4-cyanopyrazol-3-yl)phenyl]acetate